BrC1=CC2=C(N(C(=N2)Cl)CC(=O)N2CCC(CC2)C=2SC=C(N2)C2=NOC(C2)C2=C(C=CC=C2F)F)C=C1 2-(5-bromo-2-chloro-1H-benzimidazol-1-yl)-1-(4-(4-(5-(2,6-difluorophenyl)-4,5-dihydroisoxazol-3-yl)thiazol-2-yl)piperidin-1-yl)ethan-1-one